(4-((n-butylamino)methyl)phenyl)-1H-benzimidazole-4-carboxamide C(CCC)NCC1=CC=C(C=C1)N1C=NC2=C1C=CC=C2C(=O)N